P(=O)(OCC(F)(F)F)(Br)Br (2,2,2-trifluoroethyl) dibromophosphate